ClC1=CC=C(C[C@@H]2N(C[C@@H](OC2)CSC)C2CCN(CC2)C(=O)OC(C)(C)C)C=C1 tert-butyl 4-((2R,5S)-5-(4-chlorobenzyl)-2-((methylthio)methyl)morpholino)-piperidine-1-carboxylate